1-(cyclopropylmethyl)-3-[(2R)-2-hydroxy-3-(1,2,3,4-tetrahydroisoquinolin-2-yl)propyl]-7-(pyridin-3-yl)-1,2,3,4-tetrahydroquinazoline-2,4-dione C1(CC1)CN1C(N(C(C2=CC=C(C=C12)C=1C=NC=CC1)=O)C[C@@H](CN1CC2=CC=CC=C2CC1)O)=O